5-fluoro-3-iodo-1-toluenesulfonyl-1H-pyrrolo[2,3-b]pyridine FC=1C=C2C(=NC1)N(C=C2I)S(=O)(=O)CC2=CC=CC=C2